Cl.NC\C=C(\CN1C=NC2=C1C=C(C=C2C2=CC(=CC=C2)S(=O)(=O)C)C(=O)OC)/F methyl (Z)-1-(4-amino-2-fluorobut-2-en-1-yl)-4-(3-(methylsulfonyl)phenyl)-1H-benzo[d]imidazol-6-carboxylate hydrochloride